tert-butyl 2-methyl-1-oxo-2,8-diazaspiro[4.5]decane-8-carboxylate CN1C(C2(CC1)CCN(CC2)C(=O)OC(C)(C)C)=O